C(=O)(O)CN([C@@H](CCCCNC(=O)OCC1=CC=CC=C1)C(=O)O)CC(=O)O N2,N2-bis(carboxymethyl)-N6-CBZ-L-lysine